NC(C)C1(CCN(CC1)C(=O)OC(C)(C)C)C tert-Butyl 4-(1-aminoethyl)-4-methylpiperidine-1-carboxylate